ClC1C(N(CC1CCl)C1=CC(=CC=C1)C(F)(F)F)=O 3-chloro-4-(chloromethyl)-1-[3-(trifluoromethyl)phenyl]-2-pyrrolidinone